(2-fluorophenyl)(1-methyl-1H-pyrrol-2-yl)methanone FC1=C(C=CC=C1)C(=O)C=1N(C=CC1)C